3,5-dichloro-2-hydroxy-N,N-dioctylbenzamide ClC=1C(=C(C(=O)N(CCCCCCCC)CCCCCCCC)C=C(C1)Cl)O